(R)-7-methoxy-2-((octahydro-2H-pyrido[1,2-a]pyrazin-2-yl)methyl)imidazo[1,2-c]quinazolin-5-amine COC1=CC=CC=2C=3N(C(=NC12)N)C=C(N3)CN3C[C@@H]1N(CC3)CCCC1